(7S,8R)-2-Amino-7-ethyl-8-methyl-7,8-dihydro-5H-pyrano[4,3-b]pyridin-5-one NC1=CC=C2C(=N1)[C@H]([C@@H](OC2=O)CC)C